benzoxazin-3-one O1NC(CC2=C1C=CC=C2)=O